6-METHOXY-2-OXO-1,2-DIHYDRO-QUINOLINE-3-CARBALDEHYDE COC=1C=C2C=C(C(NC2=CC1)=O)C=O